Cl.NC(C)C1=C(N=C(O1)C1=CC(=C(C=C1)OC(F)F)OCC1CC1)CC1(C(=O)O)C(C=C(C=C1)OCC)F 1-((5-(1-aminoethyl)-2-(3-(cyclopropylmethoxy)-4-(difluoromethoxy) phenyl) oxazol-4-yl) methyl)-4-ethoxy-2-fluorobenzoate hydrochloride